N1(CCC1)C=1C=C(C=CC1)C1=NC(=NC=C1Cl)Cl 4-[3-(azetidin-1-yl)phenyl]-2,5-dichloro-pyrimidine